COC1=C(C=CC=C1)C1=CN(C2=NC(=CC=C21)NC(=O)[C@H]2[C@@H](C2)C(=O)OC)COCC[Si](C)(C)C trans-methyl 2-[[3-(2-methoxyphenyl)-1-[[2-(trimethylsilyl)ethoxy]methyl]pyrrolo[2,3-b]pyridin-6-yl]carbamoyl]cyclopropane-1-carboxylate